ethyl 2-((3'-ethoxy-4'-(7-oxo-6,7-dihydro-3H-[1,2,3]triazolo[4,5-d]pyrimidin-5-yl)-[1,1'-biphenyl]-3-yl) oxy)-3-methylbutanoate C(C)OC=1C=C(C=CC1C=1NC(C2=C(N1)NN=N2)=O)C2=CC(=CC=C2)OC(C(=O)OCC)C(C)C